2,4-bis(4-phenoxyphenyl)1,3-dithia-2,4-diphosphetane-2,4-disulfide O(C1=CC=CC=C1)C1=CC=C(C=C1)P1(SP(S1)(C1=CC=C(C=C1)OC1=CC=CC=C1)=S)=S